ethyl 4-(((R)-1-((S)-2,2-difluorocyclopropane-1-carbonyl)piperidin-3-yl)amino)-1H-pyrrolo[2,3-b]pyridine-5-carboxylate FC1([C@@H](C1)C(=O)N1C[C@@H](CCC1)NC1=C2C(=NC=C1C(=O)OCC)NC=C2)F